C(CCC)[Sn](C1=C2C(=CS1)OCCO2)(CCCC)CCCC 5-tributylstannyl-3,4-ethylenedioxythiophene